2,4-dichlorovanillic acid ClC1=C(C(=O)O)C=CC(C1OC)(O)Cl